4-((1-methylpiperidin-4-yl)oxy)-3-(2,2,2-trifluoroethoxy)aniline CN1CCC(CC1)OC1=C(C=C(N)C=C1)OCC(F)(F)F